COC=1C=C(C=CC1)C1=CC(=C(O1)C)C(=O)NC1=NC(=NS1)CC(C)N1CCCCC1 5-(3-Methoxyphenyl)-2-methyl-N-(3-(2-(piperidin-1-yl)propyl)-1,2,4-thiadiazol-5-yl)furan-3-carboxamide